8-bromo-3,6-dichlorocarbazole BrC=1C=C(C=C2C=3C=C(C=CC3NC12)Cl)Cl